ClC=1C(N(SC1Cl)CCCCCCCC)=O 4,5-dichloro-N-octyl-4-isothiazolin-3-one